N-(4-(4-amino-7-(1-(tetrahydro-2H-pyran-4-yl)-1H-pyrazol-4-yl)furo[3,2-c]pyridin-3-yl)-2-((4-fluorobenzyl)oxy)phenyl)-2,2,2-trifluoroethane-1-sulfonamide NC1=NC=C(C2=C1C(=CO2)C2=CC(=C(C=C2)NS(=O)(=O)CC(F)(F)F)OCC2=CC=C(C=C2)F)C=2C=NN(C2)C2CCOCC2